(2-Chloro-4-fluoro-phenyl)-[8-(3-fluoro-2-hydroxy-phenyl)-3,8-diazabicyclo[3.2.1]octane-3-yl]methanone ClC1=C(C=CC(=C1)F)C(=O)N1CC2CCC(C1)N2C2=C(C(=CC=C2)F)O